(3-Benzyl-1,2,3-oxadiazol-3-ium-5-yl)((3-(2-phenylacetamido)-5-(trifluoromethyl)-phenyl)carbamoyl)amide C(C1=CC=CC=C1)[N+]1=NOC(=C1)[N-]C(NC1=CC(=CC(=C1)C(F)(F)F)NC(CC1=CC=CC=C1)=O)=O